ClC=1N=C(C2=C(N1)CCCS2(=O)=O)NC2=C(C=NC=C2Cl)Cl 2-chloro-4-((3,5-dichloropyridin-4-yl)amino)-7,8-dihydro-6H-thiopyrano[3,2-d]pyrimidine 5,5-dioxide